(4-(Bis(4-fluorophenyl)methylene)piperidin-1-yl)(6-ethynylpyrazolo[1,5-a]pyrimidin-2-yl)methanone FC1=CC=C(C=C1)C(=C1CCN(CC1)C(=O)C1=NN2C(N=CC(=C2)C#C)=C1)C1=CC=C(C=C1)F